1-(3,4-dihydro-2H-benzo[b][1,4]oxazin-6-yl)ethan-1-one S-(1-(5-(tert-butyl)-3-(2-chlorobenzyl)-3H-[1,2,3]triazolo[4,5-d]pyrimidin-7-yl)pyrrolidin-3-yl)ethanethioate C(C)(C)(C)C=1N=C(C2=C(N1)N(N=N2)CC2=C(C=CC=C2)Cl)N2CC(CC2)S=C(C)O.O2C1=C(NCC2)C=C(C=C1)C(C)=O